S1C=NC2=C1C=C(C=C2)S(=O)(=O)N2CC1=C(C2)CN(C1)C(=O)NCC1=CC(=CC=C1)OC 5-(1,3-Benzothiazole-6-sulfonyl)-N-[(3-methoxyphenyl)methyl]-1H,2H,3H,4H,5H,6H-pyrrolo[3,4-c]pyrrole-2-carboxamide